FC1(C(CN(CC1)[C@H](C(=O)NC=1SC2=C(N1)C=C1CCCC1=C2)C)C=2N=C(C(NC2)=O)CO)F (2S)-2-(4,4-difluoro-3-(6-(hydroxymethyl)-5-oxo-4,5-dihydropyrazin-2-yl)piperidin-1-yl)-N-(6,7-dihydro-5H-indeno[5,6-d]thiazol-2-yl)propanamide